[Br-].C1(CCCCC1)[N+](CC)(CC)CC cyclohexyltriethyl-ammonium bromide